propoxypyridazin-3(2H)-one C(CC)ON1N=CC=CC1=O